[Si](C)(C)(C(C)(C)C)OC=1C=C(C=CC1O[Si](C)(C)C(C)(C)C)CCN 2-(3,4-bis((tert-butyldimethylsilyl)oxy)phenyl)ethylamine